7-hexyl-4-phenylquinolin C(CCCCC)C1=CC=C2C(=CC=NC2=C1)C1=CC=CC=C1